N-(5-([1,2,4]triazolo[1,5-a]pyridine-2-carbonyl)-5,6-dihydro-4H-pyrrolo[3,4-d]thiazol-2-yl)-4-(2-methoxyphenyl)-6-methylnicotinamide N=1C(=NN2C1C=CC=C2)C(=O)N2CC=1N=C(SC1C2)NC(C2=CN=C(C=C2C2=C(C=CC=C2)OC)C)=O